BrC1=C2C=NN(C2=CC(=C1C(CO)(F)F)C)C1OCCCC1 2-(4-bromo-6-methyl-1-(tetrahydro-2H-pyran-2-yl)-1H-indazol-5-yl)-2,2-difluoroethan-1-ol